2-(8-((2S,5R)-4-(1-(6-cyclopropylpyridin-3-yl)propyl)-2-ethyl-5-methylpiperazin-1-yl)-5-methyl-6-oxo-5,6-dihydroimidazo[1,2-b]pyridazin-2-yl)acetonitrile C1(CC1)C1=CC=C(C=N1)C(CC)N1C[C@@H](N(C[C@H]1C)C=1C=2N(N(C(C1)=O)C)C=C(N2)CC#N)CC